COC1=CC=C(CC2=C(OC=C2)C(=O)NC2CCN(CC2)CCC2=CC=CC=C2)C=C1 (4-methoxybenzyl)-N-(1-phenethylpiperidin-4-yl)-2-furamide